NC1=NC(=C(C=C1Cl)F)C1=CC=C2C=CN(C2=C1F)C(COC)=O amino-3-chloro-5-fluoro-6-[7-fluoro-1-(methoxyacetyl)-1H-indol-6-yl]pyridine